C1(=CC=CC=C1)C1=NC(=NC(=N1)C1=CC=CC=C1)C1=CC=CC=2OC3=C(C21)C=C(C=C3)C3(NC=NC(=N3)C3=CC=CC=C3)C3=CC=CC=C3 2,4-Diphenyl-6-[8-(2,4-Diphenyl-[1,3,5]triazin-2-yl)-dibenzofuran-1-yl]-[1,3,5]triazin